4-(4-(2-amino-[1,2,4]triazolo[1,5-a]pyridin-5-yl)phenyl)-N-(2-ethynylthiazol-4-yl)-piperazine-1-carboxamide NC1=NN2C(C=CC=C2C2=CC=C(C=C2)N2CCN(CC2)C(=O)NC=2N=C(SC2)C#C)=N1